4-(8-fluoroimidazo[1,2-a]pyridin-3-yl)-7-[(5-piperazin-1-yl-2-pyridyl)amino]isoindolin-1-one FC=1C=2N(C=CC1)C(=CN2)C2=C1CNC(C1=C(C=C2)NC2=NC=C(C=C2)N2CCNCC2)=O